7-[(3R)-3-hydroxypyrrolidin-1-yl]-3-({[(2-methylpyridin-4-yl)methyl][(3S)-piperidin-3-yl]amino}methyl)-1-(propan-2-yl)-1,4-dihydroquinolin-4-one O[C@H]1CN(CC1)C1=CC=C2C(C(=CN(C2=C1)C(C)C)CN([C@@H]1CNCCC1)CC1=CC(=NC=C1)C)=O